C(C)(C)(C)OC(=O)NC[B-](F)(F)F.[K+] potassium (((tertbutoxy carbonyl)amino)methyl)trifluoroborate